C(CCC\C=C/C\C=C/C\C=C/C\C=C/C\C=C/CC)(=O)OC(CCCCCC)C\C=C/CCCCCCCCOC(C=C)=O (Z)-18-(acryloyloxy)octadec-9-en-7-yl (5Z,8Z,11Z,14Z,17Z)-icosa-5,8,11,14,17-pentaenoate